pentafluoro-N,N-diisopropylbenzeneformamidine FC1=C(C(=C(C(=C1C(=N)N(C(C)C)C(C)C)F)F)F)F